9-bromo-N-(piperidin-3-yl)-5,6,7,8-tetrahydropyrimido[4',5':3,4]cyclohepta[1,2-b]indol-2-amine BrC1=CC=CC=2C3=C(NC12)CCCC1=C3N=C(N=C1)NC1CNCCC1